C(C1=CC=CC=C1)NC(N(C1=NC=C(C=C1)C=1C=NN(C1)C)[C@@H]1CC[C@H](CC1)NC1=NC=C(C(=N1)N1[C@@H](CCC1)COC)C#N)=O 3-benzyl-1-(trans-4-((5-cyano-4-((2S)-2-(methoxymethyl)-pyrrolidin-1-yl)pyrimidin-2-yl)amino)cyclohexyl)-1-(5-(1-methyl-1H-pyrazol-4-yl)pyridin-2-yl)urea